C(CC)OC1=C(C(C(=O)O)O)C=CC=C1 o-propoxymandelic acid